5-(4-chlorobenzyl)-2-(3-chlorophenyl)-8-isopropyl-2,5,8-triazaspiro[3.5]-nonane-6,9-dione ClC1=CC=C(CN2C3(CN(C3)C3=CC(=CC=C3)Cl)C(N(CC2=O)C(C)C)=O)C=C1